FC(COC1=C(C(=NC=C1)N1C(C(C2=CC(=CC=C12)C(=O)NC1(CCS(CC1)(=O)=O)C)(C)C)=O)F)F 1-(4-(2,2-difluoroethoxy)-3-fluoropyridin-2-yl)-3,3-dimethyl-N-(4-methyl-1,1-dioxidotetrahydro-2H-thiopyran-4-yl)-2-oxoindoline-5-carboxamide